N1(C=NC=C1)C(=O)O[C@H]1[C@@H](C[C@H](C1)C1=NN(C(=C1)NC(=O)OCC1=CC=CC=C1)C(C)(C)C)F (1R,2R,4S)-4-(5-(((benzyloxy)carbonyl)amino)-1-(tert-butyl)-1H-pyrazol-3-yl)-2-fluorocyclopentyl 1H-imidazole-1-carboxylate